2-(3-Fluoro-4-(4-(6-(N-isopropylcarbamimidoyl)-1H-benzo[d]imidazol-2-yl)phenoxy)phenyl)-N-isopropyl-1H-benzo[d]imidazole-6-carboximidamide FC=1C=C(C=CC1OC1=CC=C(C=C1)C1=NC2=C(N1)C=C(C=C2)C(NC(C)C)=N)C2=NC1=C(N2)C=C(C=C1)C(NC(C)C)=N